O1C(CCCCCCC\C=C\CCCCCC1)=O (E)-oxacycloheptadec-10-en-2-one